4-((4-fluorophenoxy)carbonyl)-1-methylpiperidin-1-ium iodide [I-].FC1=CC=C(OC(=O)C2CC[NH+](CC2)C)C=C1